FC(OC1=CC=C(C=C1)C=1C(=C(C(=C(C1C(=O)O)C1=CC=C(C=C1)OC(F)(F)F)C(=O)O)C1=CC=C(C=C1)OC(F)(F)F)C(=O)O)(F)F 4,4''-bis(trifluoromethoxy)-5'-(4-(trifluoromethoxy)phenyl)-[1,1':3',1''-terphenyl]-2',4',6'-tricarboxylic acid